4-nitrophenyl 7-benzyl-5-methyl-4-oxo-4,5-dihydro-2H-pyrrolo[3,4-c]pyridin-2-carboxylate C(C1=CC=CC=C1)C=1C=2C(C(N(C1)C)=O)=CN(C2)C(=O)OC2=CC=C(C=C2)[N+](=O)[O-]